[Si](C)(C)(C(C)(C)C)O[C@H]1[C@@H](O[C@@H]([C@H]1OCOC)CO[Si](C)(C)C(C)(C)C)N1C2=NC=NC(=C2N=C1)NC(C1=CC=CC=C1)=O N-(9-((2R,3R,4R,5R)-3-((tert-butyldimethylsilyl)oxy)-5-(((tert-butyldimethyl-silyl)oxy)methyl)-4-(methoxymethoxy)tetrahydrofuran-2-yl)-9H-purin-6-yl)benzamide